C(C)(C)(C)OC(N[C@H](CO)C1=CC(=CC(=C1)F)Cl)=O (S)-(1-(3-chloro-5-fluorophenyl)-2-hydroxyethyl)carbamic acid tert-butyl ester